bis(2-bromophenyl)methane BrC1=C(C=CC=C1)CC1=C(C=CC=C1)Br